fluorenyl-[(o-tolyl)(phenyl)hydroxymethyl]-tetramethyldisilane C1(=CC=CC=2C3=CC=CC=C3CC12)[Si]([Si](C)(C)C)(C)C(O)(C1=CC=CC=C1)C1=C(C=CC=C1)C